(R)-6-(pyrrolidin-3-ylamino)-N-(6-(o-tolyl)-5-(trifluoromethyl)pyridin-2-yl)pyridine-2-sulfonamide N1C[C@@H](CC1)NC1=CC=CC(=N1)S(=O)(=O)NC1=NC(=C(C=C1)C(F)(F)F)C1=C(C=CC=C1)C